C1(CCCC1)[C@H]1NC2=CC=CN=C2[C@@H](C1)NC(OCC1=CC=CC=C1)=O |r| benzyl ((2SR,4RS)-2-cyclopentyl-1,2,3,4-tetrahydro-1,5-naphthyridin-4-yl)carbamate